3-hexyl-6-methyl-1,4-dioxane-2,5-dione C(CCCCC)C1C(OC(C(O1)=O)C)=O